[Br-].C(=O)(O)CC[P+](C1=CC=CC=C1)(C1=CC=CC=C1)C1=CC=CC=C1 (2-carboxyethyl)triphenylphosphonium bromide